C(C#N)C Isopropanonitrile